4-(4-cyanophenyl)-6-((tetrahydro-2H-pyran-4-yl)amino)isoindoline-2-carbonitrile C(#N)C1=CC=C(C=C1)C1=C2CN(CC2=CC(=C1)NC1CCOCC1)C#N